1,3-bis(isocyanomethyl)benzene [N+](#[C-])CC1=CC(=CC=C1)C[N+]#[C-]